C12(CC3CC(CC(C1)C3)C2)CN2N=CC(=C2C)C2=C(C=3N(C=C2)C(=CN3)NC3=C(C=C(C=C3)N3CCN(CC3)C(=O)OCC3=CC=CC=C3)C(=O)OC(C)(C)C)C(=O)OC methyl 7-(1-(adamantan-1-ylmethyl)-5-methyl-1H-pyrazol-4-yl)-3-((4-(4-((benzyloxy)carbonyl)piperazin-1-yl)-2-(tert-butoxycarbonyl)phenyl)amino)imidazo[1,2-a]pyridine-8-carboxylate